2,3-dicyanonaphthoquinone C(#N)C=1C(C2=CC=CC=C2C(C1C#N)=O)=O